cyclohexane-1,2,3,4,5,6-hexa-ol C1(C(C(C(C(C1O)O)O)O)O)O